Cl[Pd](Cl)(Cl)Cl.[Pd](Cl)Cl palladium chloride, tetrachloropalladium salt